N-(3-(2-chloro-6-(methylamino)pyridin-4-yl)-4-methylphenyl)-5-(trifluoromethyl)pyridazine-3-carboxamide ClC1=NC(=CC(=C1)C=1C=C(C=CC1C)NC(=O)C=1N=NC=C(C1)C(F)(F)F)NC